2-(3-fluoro-4-nitro-phenyl)pyridine FC=1C=C(C=CC1[N+](=O)[O-])C1=NC=CC=C1